2,5-bis(1-(tetrahydro-2H-pyran-2-yl)-1H-pyrazole-4-yl)pyridine O1C(CCCC1)N1N=CC(=C1)C1=NC=C(C=C1)C=1C=NN(C1)C1OCCCC1